N1,N2-bis(4-methyl-2,6-bis((R)-1-phenylethyl)phenyl)acenaphthylene-1,2-diimine CC1=CC(=C(C(=C1)[C@H](C)C1=CC=CC=C1)N=C1C(C2=CC=CC3=CC=CC1=C23)=NC2=C(C=C(C=C2[C@H](C)C2=CC=CC=C2)C)[C@H](C)C2=CC=CC=C2)[C@H](C)C2=CC=CC=C2